(R)-2-(3-cyano-1,2-dimethyl-1H-indol-5-yl)-N-(1-(1-(2,2,2-trifluoroethyl)-1H-pyrazolo[3,4-c]pyridin-5-yl)ethyl)acetamide C(#N)C1=C(N(C2=CC=C(C=C12)CC(=O)N[C@H](C)C=1C=C2C(=CN1)N(N=C2)CC(F)(F)F)C)C